BrC1=NN2C(N3C(=C(C2=O)N2CCC(CC2)C(=O)OC(C)(C)C)C(CC3CO)C)=N1 tert-butyl 1-(2-bromo-9-(hydroxymethyl)-7-methyl-5-oxo-5,7,8,9-tetrahydropyrrolo[1,2-c][1,2,4]triazolo[1,5-a]pyrimidin-6-yl)piperidine-4-carboxylate